CC1=NC(=CC(=N1)NC1=NN2C(C=C(C=C2)C=2N(N=CC2OCC2CC3(CCCC3)CO2)C)=C1)C N-(2,6-dimethylpyrimidin-4-yl)-5-[2-methyl-4-(8-oxaspiro[4.4]nonan-7-ylmethoxy)pyrazol-3-yl]pyrazolo[1,5-a]pyridin-2-amine